[I-].FC=1C=C(C=CC1)N\N=C\C=N\[N+](C)(C)C (E)-2-((E)-2-(2-(3-fluorophenyl)hydrazono)ethylidene)-1,1,1-trimethylhydrazin-1-ium iodide